C1(CC1)N1N=C(C2=C(C(=NC(O2)=O)O)C1=O)C1=CC(=CC=C1)[N+](=O)[O-] 6-cyclopropyl-4-hydroxy-8-(3-nitrophenyl)pyridazino[4,5-e][1,3]Oxazine-2,5-dione